C(C)(C)N1C(=NN2C(C1=O)=NC=C2C=2N=CN(C2)C(C2=CC=CC=C2)(C2=CC=CC=C2)C2=CC=CC=C2)OCCC2OCCC2 3-isopropyl-2-(2-(tetrahydrofuran-2-yl)ethoxy)-7-(1-trityl-1H-imidazol-4-yl)imidazo[2,1-f][1,2,4]triazin-4(3H)-one